Tributyl-tetra(tolyl)ammonium borate B([O-])([O-])[O-].C(CCC)C(C1=C(C=CC=C1)[N+](C1=C(C=CC=C1)C)(C1=C(C=CC=C1)C)C1=C(C=CC=C1)C)(CCCC)CCCC.C(CCC)C(C1=C(C=CC=C1)[N+](C1=C(C=CC=C1)C)(C1=C(C=CC=C1)C)C1=C(C=CC=C1)C)(CCCC)CCCC.C(CCC)C(C1=C(C=CC=C1)[N+](C1=C(C=CC=C1)C)(C1=C(C=CC=C1)C)C1=C(C=CC=C1)C)(CCCC)CCCC